fluoro-5,6,7-trihydroxyflavone FC1=C(OC2=CC(=C(C(=C2C1=O)O)O)O)C1=CC=CC=C1